(3S,7aR,9S,11aR)-3-isopropyl-9-[[(2S)-2-piperidyl]methyl-[[4-(trifluoromethyl)phenyl]methyl]amino]-3,6,7,7a,8,9,10,11-octahydro-2H-oxazolo[2,3-j]quinolin-5-one C(C)(C)[C@H]1CO[C@@]23CC[C@@H](C[C@H]3CCC(N21)=O)N(CC2=CC=C(C=C2)C(F)(F)F)C[C@H]2NCCCC2